CC([O-])C.[Na+] Natrium isopropoxid